rel-(R)-tert-Butyl ((5-(isoxazol-5-yl)isochroman-1-yl)methyl)(methyl)carbamate O1N=CC=C1C1=C2CCO[C@H](C2=CC=C1)CN(C(OC(C)(C)C)=O)C |o1:10|